Cl.N1C=C(C2=CC=CC=C12)CCNC1=NC(=NC=2CCNCCC21)C=2C=NC=C(C2)F N-(2-(1H-indol-3-yl)ethyl)-2-(5-fluoropyridin-3-yl)-6,7,8,9-tetrahydro-5H-pyrimido[4,5-d]azepin-4-amine hydrochloride